CC1CCC(CN1)C(=O)O 6-methylpiperidine-3-carboxylic acid